2-(5-amino-2-(furan-2-yl)-7H-pyrazolo[4,3-e][1,2,4]triazolo[1,5-c]pyrimidin-7-yl)-2-phenyl-N-(piperidin-4-yl)propanamide sodium dichloroacetate ClC(C(=O)[O-])Cl.[Na+].NC1=NC2=C(C=3N1N=C(N3)C=3OC=CC3)C=NN2C(C(=O)NC2CCNCC2)(C)C2=CC=CC=C2